Sodium (2S,5R)-2-(fluoromethyl)-7-oxo-1,6-diazabicyclo[3.2.1]octan-6-yl sulfate S(=O)(=O)(ON1[C@@H]2CC[C@H](N(C1=O)C2)CF)[O-].[Na+]